N-(2-chloroethyl)-N'-(4-methylcyclohexyl)-N-nitrosourea ClCCN(C(=O)NC1CCC(CC1)C)N=O